2-amino-5-cyano-2,5-dihydropyrrole NC1NC(C=C1)C#N